S1P(SCC1)=S 1,3,2-dithiaphospholane-2-sulfide